(2S,4S)-4-methoxy-2-methylpyrrolidine-1-carboxylic acid tert-butyl ester C(C)(C)(C)OC(=O)N1[C@H](C[C@@H](C1)OC)C